(S)-1-(5-((2,3-dichlorophenyl)thio)pyrazin-2-yl)-4'H,6'H-spiro[piperidine-4,5'-pyrrolo[1,2-b]pyrazol]-4'-amine (trifluoroacetate) FC(C(=O)O)(F)F.ClC1=C(C=CC=C1Cl)SC=1N=CC(=NC1)N1CCC2([C@@H](C=3N(N=CC3)C2)N)CC1